O(C#N)C1=CC=C(C=C1)C(C)(CC)C1=CC=C(C=C1)OC#N 2,2-bis(4-cyanatophenyl)butane